N1NC(CCC1)C(=O)[O-] Hexahydropyridazine-3-carboxylate